O1CC(CC2=CC=CC=C12)C(=O)N CHROMANE-3-CARBOXAMIDE